OC[C@@H]1[C@H](N(C(C1)=O)C1=NC(=CC(=C1)C(F)(F)F)C)C(=O)OC(C)(C)C tert-butyl (2s,3s)-3-(hydroxymethyl)-1-(6-methyl-4-(trifluoromethyl) pyridin-2-yl)-5-oxopyrrolidine-2-carboxylate